Cl.CC(C)C=1SC=C(C1N)C(C)C 2,4-bis(propan-2-yl)thiophen-3-amine hydrochloride